(5R,8S)-4-fluoro-10-(4-methoxyphenyl)-6,7,8,9-tetrahydro-5H-5,8-epiminocyclohepta[c]pyridine FC=1C2=C(C=NC1)C[C@@H]1CC[C@H]2N1C1=CC=C(C=C1)OC